3-(trifluorometh-oxy)benzene-sulfonyl chloride FC(OC=1C=C(C=CC1)S(=O)(=O)Cl)(F)F